FC1([C@H](C1)CN1C(NC2=NC=C(C=C21)C2=CC(=CC=C2)C(F)(F)F)=O)F |r| (R/S)-1-[(2,2-Difluorocyclopropyl)methyl]-6-[3-(trifluoromethyl)phenyl]-3H-imidazo[4,5-b]pyridin-2-one